C1(CC1)C=1C(CN=C(C1)C(F)(F)F)S(=O)(=O)N1CC2(CN(C2)C2CCC(CC2)(O)C)C1 (1r,4r)-4-(6-((4-cyclopropyl-6-(trifluoromethyl)-2,3-dihydropyridin-3-yl)sulfonyl)-2,6-diazaspiro[3.3]heptan-2-yl)-1-methylcyclohexan-1-ol